BrCC1=CC=C(C=C1)OC(C)=O 1-bromomethyl-4-acetoxybenzene